C(C([2H])([2H])[2H])(=O)N1[C@@H](CN(C[C@H]1C)C(=O)OC(C)(C)C)C1=CC(=NC(=C1)C1=NC=NC(=C1)C(NC([2H])([2H])[2H])=O)Cl tertbutyl (3R,5R)-4-(acetyl-d3)-3-(2-chloro-6-(6-((methyl-d3)carbamoyl)pyrimidin-4-yl)pyridin-4-yl)-5-methylpiperazine-1-carboxylate